OC=1C=C(C=NC1)C1=CC=C(C2=CC=CC=C12)C(=O)N1CCNCC1 4-[4-(5-Hydroxypyridin-3-yl)naphthalene-1-carbonyl]piperazin